PYRIDINYLTRIAZINE N1=C(C=CC=C1)C1=NN=NC=C1